N1=NN(C2=NC=CC=C21)C2=CC(=C(C(=O)N([C@H]1CNCCC1)C1=NC=CC3=CC=CC(=C13)C)C=C2)F (R)-4-(3H-[1,2,3]triazolo[4,5-b]pyridin-3-yl)-2-fluoro-N-(8-methylisoquinolin-1-yl)-N-(piperidin-3-yl)benzamide